C(C)(C)(C)OC(=O)N1CCC(CC1)(C(=O)O)C (tert-butoxycarbonyl)-4-methylpiperidine-4-carboxylic acid